(Z)-1-[1-(3,4-dimethoxyphenyl)cyclopropyl]-N-methyl-methanimine COC=1C=C(C=CC1OC)C1(CC1)\C=N/C